(R)-2-(2-hydroxy-5-methylphenyl)-4,5-dihydrothiazole-4-carbaldehyde OC1=C(C=C(C=C1)C)C=1SC[C@H](N1)C=O